N-stearyl-palmitamide C(CCCCCCCCCCCCCCCCC)NC(CCCCCCCCCCCCCCC)=O